CC1=CC=C(C=C1)S(=O)(=O)O.CC1=CC=C(C=C1)S(=O)(=O)O.N=1N(C=C2C1CNC2)C2=NC=CC(=N2)OCC2=C(C=C(C#N)C=C2)F 4-(((2-(5,6-dihydropyrrolo[3,4-c]pyrazol-2(4H)-yl)pyrimidin-4-yl)oxy)methyl)-3-fluorobenzonitrile bis(4-methylbenzenesulfonate)